FC(C(=O)O)(F)F.FC(C(=O)O)(F)F.NC1=CC=C(C(=N1)C)CNC([C@H](C)NC(=O)[C@@H]1NC[C@H](C1)CC1=CC=C(C=C1)C=1SC=CN1)=O (2R,4S)-N-((S)-1-(((6-Amino-2-methylpyridin-3-yl)methyl)amino)-1-oxopropan-2-yl)-4-(4-(thiazol-2-yl)benzyl)pyrrolidine-2-carboxamide Di-trifluoroacetate salt